1,4-diaminobenzenecarboxylic acid NC1(CC=C(C=C1)N)C(=O)O